(1-(4-cyclopropyl-5-(5-(2-(dimethylamino)ethyl)-4H-1,2,4-triazol-3-yl)-2-methylbenzoyl)piperidin-4-yl)benzonitrile C1(CC1)C1=CC(=C(C(=O)N2CCC(CC2)C2=C(C#N)C=CC=C2)C=C1C1=NN=C(N1)CCN(C)C)C